N-{[4-(2,3-dihydro-1-benzofuran-7-sulfonyl)phenyl]methyl}thieno[2,3-c]pyridine-2-carboxamide O1CCC2=C1C(=CC=C2)S(=O)(=O)C2=CC=C(C=C2)CNC(=O)C2=CC=1C(=CN=CC1)S2